N-[[6-[4-(4-Pyridylmethyl)piperazin-1-yl]-2-pyridyl]sulfonyl]-2-(2,2,4-trimethylpyrrolidin-1-yl)pyridin-3-carboxamid N1=CC=C(C=C1)CN1CCN(CC1)C1=CC=CC(=N1)S(=O)(=O)NC(=O)C=1C(=NC=CC1)N1C(CC(C1)C)(C)C